S(=O)(=O)(O)C=1C=C(C=CC1)P(C1=CC(=CC=C1)S(=O)(=O)O)(C1=CC(=CC=C1)S(=O)(=O)O)=O tri(3-sulfophenyl)phosphine oxide